C(C)(C)(C)NC(CN(C)C=1C2=C(N=C(N1)C1=NC=CC(=C1)Cl)CCC2O[Si](C)(C)C(C)(C)C)=O N-tert-butyl-2-({5-[(tert-butyldimethylsilyl)oxy]-2-(4-chloropyridin-2-yl)-5H,6H,7H-cyclopenta[d]pyrimidin-4-yl}(methyl)amino)acetamide